ClC=1C=C2CCN(CC2=CC1[N+](=O)[O-])C(=O)OC(C)(C)C tert-Butyl 6-chloro-7-nitro-3,4-dihydroisoquinoline-2(1H)-carboxylate